4-(3-Methoxy-5-(4-methyl-1H-imidazol-1-yl)phenoxy)quinazoline COC=1C=C(OC2=NC=NC3=CC=CC=C23)C=C(C1)N1C=NC(=C1)C